6-(3-Bromo-1-(3-chloropyridin-2-yl)-1H-pyrazol-5-carboxamido)-N-(cyclopropylmethyl)-5-methylpyrazolo[1,5-a]pyridin-7-carboxamid BrC1=NN(C(=C1)C(=O)NC=1C(=CC=2N(C1C(=O)NCC1CC1)N=CC2)C)C2=NC=CC=C2Cl